α-(cyclohexylsulfonyloxyimino)-cyclopentyl-acetonitrile C1(CCCCC1)S(=O)(=O)ON=C(C#N)C1CCCC1